FC(C(=O)O)(F)F.COC=1C=C(C=CC2=NC(=NC(=C2)C=CC2=CC(=C(C=C2)OC)OC)OCCCCCCNC(=N)N)C=CC1OC 6-(4,6-bis(3,4-dimethoxystyryl)pyrimidin-2-oxy)hexylguanidine trifluoroacetate